[OH-].OCC[N+](CCO)(CCO)CCO tetrakis(2-hydroxyethyl)ammonium hydroxide